ClCCNC1=CC(=C2C=NNC2=C1)C=1N=NN(C1)CC1=CC=C2C=C(NC2=C1)CNCC1CCC1 N-(2-chloroethyl)-4-(1-((2-(((cyclobutylmethyl)amino)methyl)-1H-indol-6-yl)methyl)-1H-1,2,3-triazol-4-yl)-1H-indazol-6-amine